OC1=CC=C(C=C1)C1(CCC(CC1(C)C)C)C1=CC=C(C=C1)O 2,2-bis(4-hydroxyphenyl)-3,3,5-trimethylcyclohexane